C(OCC1=C(C=C(C=C1)OC)C(C)(C)C)([O-])=O 2-tert-butyl-4-methoxyphenylmethyl carbonate